COC1=CC=C(C=C1)C1=NOC(=N1)N1CCC(CC1)C(=O)NC1COC2(C1)CCCCC2 1-(3-(4-Methoxyphenyl)-1,2,4-oxadiazol-5-yl)-N-(1-oxaspiro[4.5]decan-3-yl)piperidine-4-carboxamide